2-bromo-8-chloro-7-(2,6-difluorophenyl)-9-(trifluoromethyl)-5H-pyrimido[1,2-a][1,4]benzodiazepin-3-one BrC=1C(N=C2N(C3=C(C(=NC2)C2=C(C=CC=C2F)F)C(=C(C=C3)C(F)(F)F)Cl)C1)=O